N-((S)-1-cyano-2-(4-(3-methyl-2-oxo-2,3-dihydrobenzo[d]oxazol-5-yl)phenyl)ethyl)-6,6-difluoro-1,4-oxazepane-2-carboxamide C(#N)[C@H](CC1=CC=C(C=C1)C=1C=CC2=C(N(C(O2)=O)C)C1)NC(=O)C1OCC(CNC1)(F)F